[Si](C)(C)(C(C)(C)C)OCCC(C)(C)C1=C(C(=C(C(=O)O)C=C1)OP(=O)(OC(C)C)OC(C)C)C(=O)O 4-(4-((Tert-butyldimethylsilyl)oxy)-2-methylbutan-2-yl)((diisopropoxyphosphoryl)oxy)isophthalic acid